fluoromonoacrylonitrile FC=CC#N